2'-ethoxy-5-(7-((4-fluoro-2-(trifluoromethyl)phenyl)amino)-2-azaspiro[4.4]nonan-2-yl)-N-(1-methylazetidin-3-yl)-[2,3'-bipyridine]-6-carboxamide C(C)OC1=NC=CC=C1C1=NC(=C(C=C1)N1CC2(CC1)CC(CC2)NC2=C(C=C(C=C2)F)C(F)(F)F)C(=O)NC2CN(C2)C